C(C)C(CN1C(C2=CC=C(C=3C2=C(C1=O)C=CC3OC)OC)=O)CCCC 2-(2-ethylhexyl)-6,7-dimethoxybenzo[de]isoquinoline-1,3-dione